(R)-5-{3-[(R)-1-(4-amino-3-methyl-1H-pyrazolo[3,4-d]pyrimidin-1-yl)ethyl]-5-chloro-2-ethoxy-6-fluorophenyl}-1,3-oxazolidin-2-one NC1=C2C(=NC=N1)N(N=C2C)[C@H](C)C=2C(=C(C(=C(C2)Cl)F)[C@@H]2CNC(O2)=O)OCC